ClC=1C=NC=C(C1C(C)OC=1C=C2C(=NNC2=CC1)C1=NC2=C(N1)CN(C2)C(CN2CCOCC2)=O)Cl 1-(2-(5-(1-(3,5-dichloropyridin-4-yl)ethoxy)-1H-indazol-3-yl)-4,6-dihydropyrrolo[3,4-d]imidazol-5(1H)-yl)-2-morpholinoethane-1-one